α,α'-bis(4-hydroxy-3,5-dimethylphenyl)-1,4-diisopropylbenzene OC1=C(C=C(C=C1C)C(C)(C)C1=CC=C(C=C1)C(C)(C)C1=CC(=C(C(=C1)C)O)C)C